(R)-6'-fluoro-N-(4-fluorobenzyl)-4'-hydroxy-1'-methyl-3',4'-dihydro-1'H-spiro[piperidine-4,2'-quinoline]-1-carboxamide FC=1C=C2[C@@H](CC3(N(C2=CC1)C)CCN(CC3)C(=O)NCC3=CC=C(C=C3)F)O